ClC1=CC=C2C(=CN(C(C2=C1)=O)C)C1=CC(=C(C=O)C(=C1)OC)OC 4-(7-chloro-2-methyl-1-oxo-1,2-dihydroisoquinolin-4-yl)-2,6-dimethoxybenzaldehyde